ClC=1C=C(C(=NC1)C)S(=O)(=O)NC1=C(C(=C(C=C1)F)C=1C=CC=2N(C1)C=NC2C2=NN(C=C2)C)F 5-chloro-N-[2,4-difluoro-3-[1-(1-methylpyrazol-3-yl)imidazo[1,5-a]pyridin-6-yl]phenyl]-2-methylpyridine-3-sulfonamide